CC1(CC(C(=O)O1)CCOS(=O)(=O)C2=CC=CC=C2)C The molecule is a butan-4-olide having a 2-(phenylsulfonyloxy)ethyl group at the 3-position and two methyl substituents at the 5-position. It is a butan-4-olide and a benzenesulfonate ester.